ClC1=C(N2CCCC2=C1C(=O)O)C(C(N[C@@H](C(F)(F)F)C)=O)=O (R)-6-chloro-5-(2-oxo-2-((1,1,1-trifluoroprop-2-yl)amino)acetyl)-2,3-dihydro-1H-pyrrolizine-7-carboxylic acid